tert-butyl (1R,5S)-3-{2-bromo-5-[(tetrahydro-1H-pyrrolizin-7a(5H)-yl)methoxy][1,3]thiazolo[5,4-d]pyrimidin-7-yl}-3,8-diazabicyclo[3.2.1]octane-8-carboxylate BrC=1SC=2N=C(N=C(C2N1)N1C[C@H]2CC[C@@H](C1)N2C(=O)OC(C)(C)C)OCC21CCCN1CCC2